[K].C(#N)CN1CC(C1)S(=O)(=O)NC(NC1=C2CCCC2=CC=2CCCC12)=O 1-(Cyanomethyl)-N-((1,2,3,5,6,7-hexahydro-s-indacen-4-yl)carbamoyl)azetidine-3-sulfonamide, Potassium Salt